n-dodecyl-3-(3,5-dimethoxyphenyl)-6-methoxy-4-benzofurancarboxamide C(CCCCCCCCCCC)C=1OC=2C(C1C1=CC(=CC(=C1)OC)OC)=C(C=C(C2)OC)C(=O)N